C1(CC1)OC(C1=NN=C2N1C=C(N=C2)C=2C=NC(=CC2)O[C@H](C(F)(F)F)C)(F)F (S)-3-(Cyclopropoxydifluoromethyl)-6-(6-((1,1,1-trifluoropropan-2-yl)oxy)pyridin-3-yl)-[1,2,4]triazolo[4,3-a]pyrazine